NC[C@H]1N(C2=CC=CC=C2C1)C(=O)NC=1C=C2CN(C(C2=CC1)=O)C1C(NC(CC1)=O)=O (2S)-2-(aminomethyl)-N-(2-(2,6-dioxopiperidin-3-yl)-1-oxoisoindolin-5-yl)indoline-1-carboxamide